C(C)OC1=NC=CC=C1C1=NC(=NC=C1C)C(C)N 1-(4-(2-ethoxypyridin-3-yl)-5-methylpyrimidin-2-yl)ethanamine